2-chloro-N-(5-chloro-2-hydroxybenzyl)-N-(furan-2-ylmethyl)benzamide ClC1=C(C(=O)N(CC=2OC=CC2)CC2=C(C=CC(=C2)Cl)O)C=CC=C1